N-(3-oxopropyl)carbamic acid tert-butyl ester C(C)(C)(C)OC(NCCC=O)=O